N1OC(CCO1)N1C(C=2C=C3C(=CC2C1=O)OC1(CC3(F)F)CNC1)=O 7'-(2,6-dioxapiperidin-3-yl)-4',4'-difluoro-3',4'-dihydro-6'H-spiro[azetidine-3,2'-pyrano[2,3-f]isoindole]-6',8'(7'H)-dione